CC1CNCC(S1)C 2,6-dimethylthiomorpholine